N1(N=NC=C1)C1=CC=C(C(=O)O)C=C1 4-(1H-1,2,3-triazol-1-yl)benzoic acid